3,5-dimethyl-4-nitro-pyridine nitrogen [N].CC=1C=NC=C(C1[N+](=O)[O-])C